C12C(C3CC(CC(C1)C3)C2)CC(=O)NC2=CC3=C(NC(=N3)CC3=C(C=CC=C3)OC)C=C2 2-(2-Adamantyl)-N-[2-[(2-methoxyphenyl)methyl]-1H-benzimidazol-5-yl]acetamide